C(C)C=1NC(=NN1)C=1C(=CC(=C(C1)NC(=O)C=1C=NN2C1C=CC=C2)C)F N-[5-(5-Ethyl-4H-1,2,4-triazol-3-yl)-4-fluoro-2-methylphenyl]pyrazolo[1,5-a]pyridine-3-carboxamide